isobutyl 5-chloro-3-(1-((1-(2-((4-chlorophenyl)sulfonamido)ethyl)piperidin-4-yl)methyl)-1H-1,2,3-triazol-4-yl)-1H-indole-2-carboxylate ClC=1C=C2C(=C(NC2=CC1)C(=O)OCC(C)C)C=1N=NN(C1)CC1CCN(CC1)CCNS(=O)(=O)C1=CC=C(C=C1)Cl